(4r,12as)-N-[(2,4-difluorophenyl)methyl]-3,4,6,8,12,12A-hexahydro-7-hydroxy-4-methyl-6,8-dioxo-2H-pyrido[1',2':4,5]pyrazino[2,1-B][1,3]oxazine-9-carboxamide FC1=C(C=CC(=C1)F)CNC(=O)C=1C(C(=C2N(C[C@@H]3OCC[C@H](N3C2=O)C)C1)O)=O